BrC=1C=C2C(=NC1)C(C1=C(CC2)C=C(C=C1Br)Cl)C1CCN(CC1)C(CN1CCC(CC1)C(=O)N)=O 1-(2-(4-(3,10-dibromo-8-chloro-6,11-dihydro-5H-benzo[5,6]cyclohepta[1,2-b]pyridin-11-yl)piperidin-1-yl)-2-oxoethyl)piperidine-4-carboxamide